C(CCCCCCCCCCCCCCC)OC(COCCOCCOCCOCCO)CCCCCCCCCCCC monolauryl-pentaethylene glycol mono-hexadecyl ether